OC(=O)C(F)(F)F.C1(CCCC1)CC(=O)N1CC2=C(CC1)N=C(S2)N2[C@H](CNCC2)CO (R)-2-cyclopentyl-1-(2-(2-(hydroxymethyl)piperazin-1-yl)-6,7-dihydrothiazolo[5,4-c]pyridin-5(4H)-yl)ethan-1-one TFA salt